C(C)S(=O)(=O)NC(=O)[C@H]1N(CC2=CC=C(C(=C2C1)OCC1=CC=C(C=C1)OC)OC)C=1OC2=C(N1)C=CC(=C2)F (S)-N-(ethylsulfonyl)-2-(6-fluorobenzo[d]oxazol-2-yl)-6-methoxy-5-((4-methoxy-benzyl)oxy)-1,2,3,4-tetrahydroisoquinoline-3-carboxamide